FC1=CC=C(C=C1)N1CCN(CC1)CC[C@@H]1NC(C2(C1)CCN(CC2)C([C@H](C(C)C)NC(OC(C)(C)C)=O)=O)=O tert-butyl ((S)-1-((R)-3-(2-(4-(4-fluorophenyl)piperazin-1-yl)ethyl)-1-oxo-2,8-diazaspiro[4.5]decan-8-yl)-3-methyl-1-oxobutan-2-yl)carbamate